CC(C)=C1CCC(CC1)C1(CCCCC1)O 4'-(1-methylethylidene)-bicyclohexanol